7-(phenylthio)heptylacrylic acid C1(=CC=CC=C1)SCCCCCCCC(C(=O)O)=C